P(=O)(OC1=CC=C(C=C1)C)(OC1=CC=C(C=C1)C)[O-] di-cresyl phosphate